(E)-1,2-dibromoethene Br\C=C\Br